C(C)(C)(C)N(N(C(=O)OC(CNCC1=CC=CC=C1)C1=CC=C(C=C1)F)C)C(=O)C1=NC=CN=C1C(C)NC(C1=CC(=CC(=C1)C(F)(F)F)C(F)(F)F)=O 2-(benzylamino)-1-(4-fluorophenyl)ethan-1-ol tert-butyl-2-(3-(1-(3,5-bis(trifluoromethyl)benzamido)ethyl)pyrazine-2-carbonyl)-1-methylhydrazine-1-carboxylate